CC1=C(C=CC=C1C)N1CCN(CC1)C(CN1N=C(C2=C1CCC2)C(=O)N2CCC1(CNC(CO1)=O)CC2)=O 9-(1-{2-[4-(2,3-Dimethylphenyl)piperazin-1-yl]-2-oxoethyl}-1,4,5,6-tetrahydrocyclopenta[c]pyrazol-3-carbonyl)-1-oxa-4,9-diazaspiro[5.5]undecan-3-on